The molecule is a 1-acyl-sn-glycero-3-phosphoethanolamine in which the acyl group is specified as stearoyl. It has a role as a human metabolite. It is a 1-acyl-sn-glycero-3-phosphoethanolamine and a lysophosphatidylethanolamine 18:0. It derives from an octadecanoic acid. It is a tautomer of a 1-stearoyl-sn-glycero-3-phosphoethanolamine zwitterion. CCCCCCCCCCCCCCCCCC(=O)OC[C@H](COP(=O)(O)OCCN)O